[Na+].O[C@@H]1C[C@H]2[C@H](CC3=CC=CC(=C3C2)OCC(=O)[O-])[C@H]1CC[C@H](CCCCC)O 2-((1R,2R,2R,3aS,9aS)-2-hydroxy-1-((S)-3-hydroxyoctyl)-2,3,3a,4,9,9a-hexahydro-1H-cyclopenta[b]naphthalen-5-yloxy)acetic acid, sodium salt